NN1C(=C(C(C=C1)=O)OCC1=CC=CC=C1)C(=O)NCCC(C)C1=CC=CC=C1 1-amino-3-(benzyloxy)-4-oxo-N-(3-phenylbutyl)-1,4-dihydropyridine-2-carboxamide